nickel-chromium sodium manganate [Mn](=O)(=O)([O-])[O-].[Na+].[Cr+3].[Ni+2].[Mn](=O)(=O)([O-])[O-].[Mn](=O)(=O)([O-])[O-]